P(O)(O)OC(C(C(OP(O)O)(CCCCCCCCCCCC)C1=CC=CC=C1)(C(OP(O)O)(CCCCCCCCCCCC)C1=CC=CC=C1)C(OP(O)O)(CCCCCCCCCCCC)C1=CC=CC=C1)(CCCCCCCCCCCC)C1=CC=CC=C1 tetraphenyl-tetra(dodecyl)pentaerythritol tetraphosphite